O=C1NC(CCC1N1C(C2=CC=C(C=C2C1=O)N1CCN(CC1)CCCN1N=C(N=N1)C1=CC=C(C=C1)/C(=C(/CC)\C1=CC=CC=C1)/C1=CC=C(C=C1)O)=O)=O (E)-2-(2,6-Dioxopiperidin-3-yl)-5-(4-(3-(5-(4-(1-(4-hydroxyphenyl)-2-phenylbut-1-en-1-yl)phenyl)-2H-tetrazol-2-yl)propyl)piperazin-1-yl)isoindolin-1,3-dion